N(=[N+]=[N-])[C@@H]1[C@H]([C@H](OCC)O[C@@H]([C@H]1OC(C)=O)CO)OC(C)=O ethyl 3-azido-3-deoxy-2,4-di-O-acetyl-β-D-glucopyranoside